C(N)(=O)C=1C(=NC(=C(N1)CC)N(C)C(C)C)NC=1C=C(CCNC([C@H](C)NC(OC(C)(C)C)=O)=O)C=CC1 tert-butyl (S)-(1-((3-((3-carbamoyl-5-ethyl-6-(isopropyl(methyl) amino)pyrazin-2-yl)amino)phenethyl)amino)-1-oxopropan-2-yl)carbamate